methyl 2-[4-(hydroxymethyl)cyclohexyl]-6-isopropoxy-indazole-5-carboxylate OCC1CCC(CC1)N1N=C2C=C(C(=CC2=C1)C(=O)OC)OC(C)C